OC1=C(C=C(C=C1)C#N)B(O)O 2-hydroxy-5-cyanophenylboronic acid